Br.BrCC1=CC=NC=C1 4-(bromomethyl)pyridine, hydrobromide